2-{[3-(difluoromethoxy)propyl]amino}acetic acid FC(OCCCNCC(=O)O)F